(S)-2-((3'-ethoxy-5-fluoro-4'-(7-oxo-6,7-dihydro-3H-[1,2,3]triazolo[4,5-d]pyrimidin-5-yl)-[1,1'-biphenyl]-3-yl)oxy)propanoic acid C(C)OC=1C=C(C=CC1C=1NC(C2=C(N1)NN=N2)=O)C2=CC(=CC(=C2)F)O[C@H](C(=O)O)C